4-[[3-fluoro-2-methoxy-propyl]-[4-(5,6,7,8-tetrahydro-1,8-naphthyridin-2-yl)butyl]amino]-2-[[5-fluoro-3-(trifluoromethyl)pyridine-2-carbonyl]amino]butanoic acid FCC(CN(CCC(C(=O)O)NC(=O)C1=NC=C(C=C1C(F)(F)F)F)CCCCC1=NC=2NCCCC2C=C1)OC